ClC=1C=C(C=CC1OC(F)(F)F)C=1N=C(SC1)NC=1N=NNC1C(=O)O 4-((4-(3-chloro-4-(trifluoromethoxy)phenyl)thiazol-2-yl)amino)-1H-1,2,3-triazole-5-carboxylic acid